OC1=C(C=C(CC2=C(C(=C(O)C(=C2)CC2=CC(=C(C(=C2)C)O)C)O)O)C=C1C)C 4,6-bis-(4-hydroxy-3,5-dimethylbenzyl)-pyrogallol